2-(2-chloro-pyrimidin-4-yl)-3-phenyl-thiazolo[3,2-a]pyrimidin-5-one ClC1=NC=CC(=N1)C1=C(N2C(=NC=CC2=O)S1)C1=CC=CC=C1